S(=O)(=O)(O)O[C@H](C=O)[C@H](OS(=O)(=O)O)[C@H](OS(=O)(=O)O)[C@@H](OS(=O)(=O)O)C fucose tetrasulfate